S([O-])(O)=O BiSulfit